3',5'-difluorobiphenyl-4-carbaldehyde FC=1C=C(C=C(C1)F)C1=CC=C(C=C1)C=O